6-fluoro-2-oxo-7-(trifluoromethyl)-1H-quinoline-3-carboxamide FC=1C=C2C=C(C(NC2=CC1C(F)(F)F)=O)C(=O)N